Cl.O=C1N(CC2=CC(=CC=C12)N[C@@H]1CNCC1)C1C(NC(CC1)=O)=O 3-(1-oxo-5-(((S)-pyrrolidin-3-yl)amino)isoindolin-2-yl)piperidine-2,6-dione hydrochloride